C(C)(C)(C)C=1C=C(CCCP([O-])([O-])=O)C=C(C1O)C(C)(C)C.[Ca+2] calcium (3,5-di-t-butyl-4-hydroxybenzyl monoethyl phosphonate)